N-(4-chloro-3-(7-(methylamino)-1,6-naphthyridin-3-yl)phenyl)-4-(2-cyanoprop-2-yl)pyridineamide ClC1=C(C=C(C=C1)NC(=O)C1=NC=CC(=C1)C(C)(C)C#N)C=1C=NC2=CC(=NC=C2C1)NC